(E)-N'-(3,5-dimethoxybenzylidene)-6-(4-(2-(dimethylamino)ethoxy)phenyl)pyrazine-2-carbohydrazide COC=1C=C(\C=N\NC(=O)C2=NC(=CN=C2)C2=CC=C(C=C2)OCCN(C)C)C=C(C1)OC